C(C)(C)(C)OC(=O)NC1=C(C=C2C(=N1)N(C=C2)COCC[Si](C)(C)C)C(=O)O 6-((tert-Butoxycarbonyl)amino)-1-((2-(trimethylsilyl)ethoxy)methyl)-1H-pyrrolo[2,3-b]pyridine-5-carboxylic acid